C(C=C)(=O)N1C[C@@H](N(C[C@H]1C)C1=NC(N2C3=C(C(=C(C=C13)C(F)(F)F)C1=C(C=C(C=C1)F)F)SCC1(C2)COC1)=O)C 8'-((2S,5R)-4-Acryloyl-2,5-dimethylpiperazin-1-yl)-11'-(2,4-difluorophenyl)-10'-(trifluoromethyl)-2'H,4'H,6'H-spiro[oxetane-3,3'-[1,4]thiazepino[2,3,4-ij]quinazolin]-6'-one